N(=[N+]=[N-])N[C@@H]1C(O)(O[C@@H]([C@H]([C@@H]1O)O)CO)NC(=O)C N-azidoacetaminomannosamine